C(C#CC)(=O)N1CC(CC1)(C1=C(C(=CC=C1)Cl)Cl)NC1=CC=C2C(C(N(C2=C1)C)=O)(C)C 6-{[1-(but-2-ynoyl)-3-(2,3-dichlorophenyl)pyrrolidin-3-yl]amino}-1,3,3-trimethylindol-2-one